FC(C(=O)O)(F)F.FC(C(=O)O)(F)F.C1N(CC12CNC2)C2=CC=C(C=C2)C2=CC(=C1CN(C(C1=C2)=O)C(C(=O)NC2=NC=CC=C2)C2=C1N(C=N2)CCC1)F 2-[6-[4-(2,6-diazaspiro[3.3]heptan-2-yl)phenyl]-4-fluoro-1-oxo-isoindolin-2-yl]-2-(6,7-dihydro-5H-pyrrolo[1,2-c]imidazol-1-yl)-N-(2-pyridyl)acetamide, bistrifluoroacetic acid salt